N[C@@](C)(CC)C(=O)OC1C2(CCC(C1)C2(C)C)C borneol iso-valinate